CC=1C=C(C=CC1)S(=O)(=O)C=1C(=NC(=NC1)SC)C(=O)O 5-[(3-Methylphenyl)sulfonyl]-2-(methylsulfanyl)pyrimidine-4-carboxylic acid